1-Methyl-piperidine-4-carboxylic acid [(R)-7-(4-fluoro-benzyloxy)-2,3-dihydro-benzo[1,4]dioxin-2-ylmethyl]-amide FC1=CC=C(COC=2C=CC3=C(O[C@@H](CO3)CNC(=O)C3CCN(CC3)C)C2)C=C1